cis-2-undecene-1,11-dicarboxylic acid C(\C=C/CCCCCCCCC(=O)O)C(=O)O